(3,3-dimethyl-4-phenylpyrrolidin-1-yl)(5-hydroxypyridin-3-yl)methanone CC1(CN(CC1C1=CC=CC=C1)C(=O)C=1C=NC=C(C1)O)C